N-(4-((S)-2-(2-fluoro-6-methoxypyridin-3-yl)propyl)-6-(((R)-1-hydroxy-4-methylpent-2-yl)amino)-1,3,5-triazin-2-yl)methanesulfonamide FC1=NC(=CC=C1[C@H](CC1=NC(=NC(=N1)N[C@@H](CO)CC(C)C)NS(=O)(=O)C)C)OC